CN(CCC(=O)N(C)C1=CC=C(N\C(\C2=CC=CC=C2)=C\2/C(NC3=CC(=CC=C23)C(=O)OC)=O)C=C1)C 3-Z-[1-(4-(N-((2-dimethylamino-ethyl)-carbonyl)-N-methyl-amino)-anilino)-1-phenyl-methylene]-6-methoxycarbonyl-2-indolinone